3-bromo-6-(trifluoromethyl)pyridine-2-carbonitrile BrC=1C(=NC(=CC1)C(F)(F)F)C#N